ClC1=CC(=C(N=N1)C(=O)N)NCC1=C(C=C(C=C1)OC)OC 6-chloro-4-((2,4-dimethoxylbenzyl)amino)pyridazine-3-carboxamide